(S)-2-(ethylamino)-N-(4-((4-(trifluoromethyl)benzyl)oxy)benzyl)butanamide C(C)N[C@H](C(=O)NCC1=CC=C(C=C1)OCC1=CC=C(C=C1)C(F)(F)F)CC